BrC1=CC=C2CCN(CC2=C1)C(C)C 7-bromo-2-isopropyl-1,2,3,4-tetrahydroisoquinoline